(S)-N-(2,3-difluoro-4-((3-(2-(piperidin-3-ylamino)pyrimidin-4-yl)pyridin-2-yl)oxy)phenyl)-1-(spiro[3.3]heptan-2-yl)methanesulfonamide FC1=C(C=CC(=C1F)OC1=NC=CC=C1C1=NC(=NC=C1)N[C@@H]1CNCCC1)NS(=O)(=O)CC1CC2(C1)CCC2